FC(C=1C(=C(C=CC1)C(C)NN1C(C=CC2=CN(C(C=C12)=O)C1(CC1)C)=O)F)F ((1-(3-(difluoromethyl)-2-fluorophenyl)ethyl)amino)-6-(1-methylcyclopropyl)-1,6-Naphthyridine-2,7(1H,6H)-dione